FC=1C(=CC(=C(C(=O)NC=2C=C(C(=O)O)C=CC2C)C1)O[C@H](C(F)(F)F)C)N1N=C2N(CCCC2)C1=O 3-{[5-fluoro-4-(3-oxo-5,6,7,8-tetrahydro[1,2,4]triazolo[4,3-a]pyridin-2(3H)-yl)-2-{[(2S)-1,1,1-trifluoropropan-2-yl]oxy}benzoyl]amino}-4-methylbenzoic acid